tetrahydrofuran-2-methaneamine O1C(CCC1)CN